FC1=C(C(=C(C=C1\C=C\C1=CC=CC=C1)O)C(C)C)O (E)-4-fluoro-2-isopropyl-5-styrylbenzene-1,3-diol